ClC=1C=C(C(NO)=N)C=CC1OCCC 3-chloro-N-hydroxy-4-propoxybenzimidamide